(-)-2-(2,4-difluorophenyl)-3-[1-(2-methylphenyl)-6-oxo-1,6-dihydropyridazin-3-yl]-4,5,6,7-tetrahydropyrazolo[1,5-a]pyrimidine-6-carbonitrile FC1=C(C=CC(=C1)F)C1=NN2C(NCC(C2)C#N)=C1C1=NN(C(C=C1)=O)C1=C(C=CC=C1)C